n-octadecyl-3-(4'-hydroxy-3',5'-di-t-butylphenyl)butane C(CCCCCCCCCCCCCCCCC)CCC(C)C1=CC(=C(C(=C1)C(C)(C)C)O)C(C)(C)C